N[C@H]1CN(C[C@@H](C1)F)C(=O)C=1C=C(C=2N(C1)N=C(C2C)C2=CC=1C(=NC(=CC1)C)N2CC2CC2)OC ((3R,5R)-3-Amino-5-fluoropiperidin-1-yl)(2-(1-(cyclopropylmethyl)-6-methyl-1H-pyrrolo[2,3-b]pyridin-2-yl)-4-methoxy-3-methylpyrazolo[1,5-a]pyridin-6-yl)-methanone